N-[2-(azetidin-3-yl)-7-isopropoxy-imidazo[1,2-a]pyridin-6-yl]-6-(trifluoromethyl)pyridine-2-carboxamide N1CC(C1)C=1N=C2N(C=C(C(=C2)OC(C)C)NC(=O)C2=NC(=CC=C2)C(F)(F)F)C1